C(C)(C)(C)OC(NC1CCN(CC1)CC(=O)C1=CC=C(C=C1)Cl)=O (1-(2-(4-chlorophenyl)-2-oxoethyl)piperidin-4-yl)carbamic acid tert-butyl ester